3-chloro-4-[3-(difluoromethyl)-3-[(dimethylamino)methyl]pyrrolidin-1-yl]-2,6-difluoro-N-(6-fluoro-2-pyridyl)benzenesulfonamide ClC=1C(=C(C(=CC1N1CC(CC1)(CN(C)C)C(F)F)F)S(=O)(=O)NC1=NC(=CC=C1)F)F